COC(=O)C=1C=2C=CN(C2C=C(C1)Br)C(C)(C1=NC=CC=C1)C1=NC=CC=C1 6-bromo-1-(1,1-bis(pyridin-2-yl)ethyl)-1H-indole-4-carboxylic acid methyl ester